cyclohexanedimethanol 2,5-furandicarboxylate O1C(=CC=C1C(=O)O)C(=O)O.C1(CCCCC1)(CO)CO